COC=1C=CC2=C(COC(N2)=O)C1 6-methoxy-1,4-dihydro-3,1-benzoxazin-2-one